(R)-4-ethyl-3,4-dihydro-[1,4]oxazepino[7,6-c]quinoline-2(1H)-carboxylic acid tert-butyl ester C(C)(C)(C)OC(=O)N1C[C@H](OC=2C=NC=3C=CC=CC3C2C1)CC